C1(CC1)C=1N=C(C(=NC1)C#N)NC[C@@H]1C[C@H](C1)O 5-cyclopropyl-3-{[(trans-3-hydroxycyclobutyl)methyl]amino}pyrazine-2-carbonitrile